2-ethoxy-5-(8-fluoroimidazo[1,2-a]pyridin-6-yl)-7H-pyrrolo[2,3-d]pyrimidine C(C)OC=1N=CC2=C(N1)NC=C2C=2C=C(C=1N(C2)C=CN1)F